ClC1=C(C=CC=C1)C#CC1=NNC=2C1=NC=C(N2)N2CCC1([C@@H]([C@@H](OC1)C)N)CC2 (3S,4S)-8-(3-((2-chlorophenyl)ethynyl)-1H-pyrazolo[4,3-b]pyrazin-6-yl)-3-methyl-2-oxa-8-azaspiro[4.5]decan-4-amine